2-(4-methylphenyl)-3-hydroxy-4H-benzofuran-4-one CC1=CC=C(C=C1)C1OC=2C(=C1O)C(C=CC2)=O